CN(CCCN1C=NC(=C1C=1C=CC=2N(C1)C(=CN2)C(=O)N)C2=CC=C(C=C2)F)C 6-(1-(3-(dimethylamino)propyl)-4-(4-fluorophenyl)-1H-imidazol-5-yl)imidazo[1,2-a]pyridine-3-carboxamide